1-isopropyl-7-methyl-6-nitro-4-oxo-1,4-dihydroquinoline-3-carboxylic acid C(C)(C)N1C=C(C(C2=CC(=C(C=C12)C)[N+](=O)[O-])=O)C(=O)O